Z-7-(3-chlorobicyclo[1.1.1]pentan-1-yl)-7-oxohept-2-enenitrile ClC12CC(C1)(C2)C(CCC\C=C/C#N)=O